C(C(C)C)N1CCC(CC1)N1CCC(CC1)C1=CC2=C(C(=N1)C(F)(F)F)N=C(N2C)C2=CC=C(C=C2)S(=O)(=O)C 6-(1'-isobutyl-[1,4'-bipiperidin]-4-yl)-1-methyl-2-(4-(methylsulfonyl)phenyl)-4-(trifluoromethyl)-1H-imidazo[4,5-c]pyridine